N1C=C(C2=CC=CC=C12)CC(C(=O)O)=[Se] 3-(1H-indol-3-yl)-2-selenoxopropanoic acid